(S)-4-(4-azaspiro[2.4]hept-6-yl)pyridin-2(1H)-one C1CC12NC[C@@H](C2)C2=CC(NC=C2)=O